4-((2,2,7-trifluoro-3-oxo-6-(perfluorophenyl)-2,3-dihydro-4H-benzo[b][1,4]oxazin-4-yl)methyl)benzoic acid FC1(C(N(C2=C(O1)C=C(C(=C2)C2=C(C(=C(C(=C2F)F)F)F)F)F)CC2=CC=C(C(=O)O)C=C2)=O)F